N1=NN=CC2=C1C=CC=N2 pyrido[3,2-d][1,2,3]triazine